N-(2-(3-fluoropyrrolidin-1-yl)ethyl)-12-oxo-12H-benzo[g]pyrido[2,1-b]quinazoline-4-carboxamide hydrochloride Cl.FC1CN(CC1)CCNC(=O)C1=CC=CN2C1=NC=1C=C3C(=CC1C2=O)C=CC=C3